C(C)(C)[Si](C(C)C)(C(C)C)C#CC1=CSC=2C1=C(C=1C=NN(C1C2)COCC[Si](C)(C)C)O 5-((triisopropylsilyl)ethynyl)-1-((2-(trimethylsilyl)ethoxy)methyl)-1H-thieno[3,2-f]indazol-4-ol